7-methoxy-3-((4-bromophenyl)sulfonyl)-4H-benzopyran-4-one COC1=CC2=C(C(C(=CO2)S(=O)(=O)C2=CC=C(C=C2)Br)=O)C=C1